(R)-5-(2-chloro-4-(trifluoromethyl)phenyl)-2-((1,1-dioxido-2,3-dihydrothiophen-3-yl)carbamoyl)pyridine 1-oxide ClC1=C(C=CC(=C1)C(F)(F)F)C=1C=CC(=[N+](C1)[O-])C(N[C@H]1CS(C=C1)(=O)=O)=O